NCC1=CC=CC(=N1)CO (6-(aminomethyl)pyridin-2-yl)methanol